C(C)(C)(C)OC(=O)N=C(NC1=NC=CN=C1)NC(=O)OC(C)(C)C 2-(2,3-Bis(t-butoxycarbonyl)guanidino)pyrazine